tetrakis(4-biphenylyl)-silane C1(=CC=C(C=C1)[Si](C1=CC=C(C=C1)C1=CC=CC=C1)(C1=CC=C(C=C1)C1=CC=CC=C1)C1=CC=C(C=C1)C1=CC=CC=C1)C1=CC=CC=C1